1-(5-bromo-3-fluoro-2-nitrophenyl)-5-methylpyrrolidin-2-one BrC=1C=C(C(=C(C1)N1C(CCC1C)=O)[N+](=O)[O-])F